(3-pyridyl)-3-phenylphenanthroline N1=CC(=CC=C1)C1=NC2=C3N=CC=CC3=CC=C2C=C1C1=CC=CC=C1